P(=O)(O)(O)OC[C@@H]1[C@H]([C@H]([C@@H](O1)N1C=NC=2C(=O)NC(N)=NC12)OC1[C@H](O)[C@H](O)[C@H](O1)CO)O 2'-O-ribosyl-guanosine (phosphate)